distearoyl-oxygen C(CCCCCCCCCCCCCCCCC)(=O)OC(CCCCCCCCCCCCCCCCC)=O